C(C1=CC=CC=C1)NC(N(C1=NN(C=C1)C)[C@@H]1CC[C@H](CC1)NC1=NC=C(C(=N1)C1=NNC=C1Cl)C(F)(F)F)=O 3-benzyl-1-(trans-4-((4-(4-chloro-1H-pyrazol-3-yl)-5-(trifluoromethyl)pyrimidin-2-yl)amino)cyclohexyl)-1-(1-methyl-1H-pyrazol-3-yl)urea